C(C)(=O)OC1=CC=C(OC2=CC=C(C=C2)OC2=CC=C(C=C2)OC(C)=O)C=C1 1,4-bis(4-acetoxyphenoxy)benzene